4-chloro-N-[5-chloro-2-(6-fluoro-2,3-dihydro-benzo[1,4]oxazine-4-carbonyl)-pyridin-3-yl]-3-trifluoromethyl-benzenesulfonamide ClC1=C(C=C(C=C1)S(=O)(=O)NC=1C(=NC=C(C1)Cl)C(=O)N1CCOC2=C1C=C(C=C2)F)C(F)(F)F